6-chloro-7-[(2R)-2-{[(3-chloropyridin-2-yl)oxy]methyl}pyrrolidin-1-yl]-1-{5-[(2-methoxyethyl)amino]pyrazin-2-yl}-4-oxo-1,4-dihydroquinoline-3-carboxylic acid ClC=1C=C2C(C(=CN(C2=CC1N1[C@H](CCC1)COC1=NC=CC=C1Cl)C1=NC=C(N=C1)NCCOC)C(=O)O)=O